C1(=CC=CC=C1)S(=O)(=O)N1C=C(C2=CC=C(C=C12)Cl)S(=O)(=O)NC1=CC=2C(=NON2)C=C1 1-(benzenesulfonyl)-N-(2,1,3-benzooxadiazol-5-yl)-6-chloro-indole-3-sulfonamide